ClC=1C=C2CCC(C2=CC1)=O 5-CHLORO-2,3-DIHYDRO-1H-INDEN-1-ONE